C(#N)C=1C(=NN2C1CCC1=CC(=CN=C21)F)C2CCN(CC2)C(=O)OC(C(F)(F)F)C(F)(F)F 1,1,1,3,3,3-hexafluoropropan-2-yl 4-(3-cyano-7-fluoro-4,5-dihydropyrazolo[1,5-a][1,8]naphthyridin-2-yl)piperidine-1-carboxylate